(R)-3-(3-chloro-4-fluorophenyl)-1-(1-(8-fluoro-2-methyl-1-oxo-1,2-dihydroisoquinolin-4-yl)ethyl)-1-methyl-urea ClC=1C=C(C=CC1F)NC(N(C)[C@H](C)C1=CN(C(C2=C(C=CC=C12)F)=O)C)=O